FC(C(=O)O)(F)F.N1CC(C1)C1=CC=C(C=C1)O 4-(azetidin-3-yl)phenol trifluoroacetate